2,3-dimethyl-benzene-1,4-diol CC1=C(C=CC(=C1C)O)O